[N+](=O)([O-])C (+/-)-Nitromethane